OC[C@H]1CN(CCO1)C=1C=C(N=NC1C)C=1C(NC(NC1)=O)=O 5-[5-[(2R)-2-(Hydroxymethyl)morpholin-4-yl]-6-methyl-pyridazin-3-yl]-1H-pyrimidine-2,4-dione